4-Methyl-2-[[4-[methyl(3-pyridinylmethyl)amino]-6-[[[4-(methylsulfonyl)phenyl]methyl]amino]-2-pyrimidinyl]amino]-5-thiazolecarboxylic acid ethyl ester C(C)OC(=O)C1=C(N=C(S1)NC1=NC(=CC(=N1)N(CC=1C=NC=CC1)C)NCC1=CC=C(C=C1)S(=O)(=O)C)C